stearamidopropyl-trimethylammonium chloride [Cl-].C(CCCCCCCCCCCCCCCCC)(=O)NCCC[N+](C)(C)C